8-cyclopentyl-5-ethynyl-2-((4-(4-methylpiperazin-1-yl)phenyl)amino)pyrido[2,3-d]pyrimidin-7(8H)-one C1(CCCC1)N1C(C=C(C2=C1N=C(N=C2)NC2=CC=C(C=C2)N2CCN(CC2)C)C#C)=O